N-(35-azido-3,6,9,12,15,18,21,24,27,30,33-undecaoxapentatriacontyl)-3-(2,5-dioxo-2,5-dihydro-1H-pyrrol-1-yl)propanamide N(=[N+]=[N-])CCOCCOCCOCCOCCOCCOCCOCCOCCOCCOCCOCCNC(CCN1C(C=CC1=O)=O)=O